CN1C(N(C(C2=C1N(C(C=C2NC2=NC=CC=C2)=O)C)=O)C)=O 1,3,8-trimethyl-5-(pyridin-2-ylamino)pyrido[2,3-d]Pyrimidine-2,4,7(1H,3H,8H)-trione